3-(2-tert-butylpyrazol-3-yl)-5-(4-chlorophenyl)-N-(2-cyanopropan-2-yl)benzamide C(C)(C)(C)N1N=CC=C1C=1C=C(C(=O)NC(C)(C)C#N)C=C(C1)C1=CC=C(C=C1)Cl